methyl 5-(3-azidopropyl)-2-methoxybenzoate N(=[N+]=[N-])CCCC=1C=CC(=C(C(=O)OC)C1)OC